2-(((1s,4s)-4-((tert-butyldimethylsilyl)oxy)cyclohexyl)amino)pyrimidine-4-carbonitrile [Si](C)(C)(C(C)(C)C)OC1CCC(CC1)NC1=NC=CC(=N1)C#N